tert-butyl-((4-iodopyridin-yl)sulfonyl)carbamic acid tert-butyl ester C(C)(C)(C)OC(N(S(=O)(=O)C1=NC=CC(=C1)I)C(C)(C)C)=O